(R)-1-cyclobutyl-8,9-difluoro-N,N-dimethyl-5,6-dihydro-4H-pyrrolo[3,2,1-ij]quinolin-5-amine C1(CCC1)C1=CN2C[C@@H](CC3=CC(=C(C1=C23)F)F)N(C)C